BrC1=CC2=C(N=C(N=C2)NC=2C=NN(C2Cl)CC(C)(O)C)N=C1NCC1CC1 1-[4-({6-Bromo-7-[(cyclopropylmethyl)amino]pyrido[2,3-d]pyrimidin-2-yl}amino)-5-chloro-1H-pyrazol-1-yl]-2-methylpropan-2-ol